1,2-diphenyl-1,2-ethylene glycol C1(=CC=CC=C1)C(C(C1=CC=CC=C1)O)O